bis(dimethylamino-propyl)urea CN(C)CCCNC(NCCCN(C)C)=O